(2S)-4-(2-(4-chloro-2-fluorophenyl)-4-fluoro-2H-chromen-8-yl)-2-methylpiperazine ClC1=CC(=C(C=C1)C1OC2=C(C=CC=C2C(=C1)F)N1C[C@@H](NCC1)C)F